2-[4-(4-chlorophenyl)-5-(pyridin-4-yl)-1H-imidazol-1-yl]-1-{2,6-diazaspiro[3.4]octan-6-yl}ethan-1-one ClC1=CC=C(C=C1)C=1N=CN(C1C1=CC=NC=C1)CC(=O)N1CC2(CNC2)CC1